COC1=CC=C(CN2N=CC(=C(C2=O)C(F)(F)F)N[C@H](COCCC=O)C)C=C1 (S)-3-(2-((1-(4-methoxybenzyl)-6-oxo-5-(trifluoromethyl)-1,6-dihydropyridazin-4-yl)amino)propoxy)propanal